6-bromo-8-iodo-3-methyl-2-(tetrahydro-2H-pyran-4-yl)quinazolin-4(3H)-one BrC=1C=C2C(N(C(=NC2=C(C1)I)C1CCOCC1)C)=O